COC(=O)C1=CC=2C3=C(C(=NC2C=C1)N)C(OC3)C 4-amino-3-methyl-1,3-dihydrofuro[3,4-c]quinoline-8-carboxylic acid methyl ester